2-chloro-9-(1,4-dioxaspiro[4.5]decan-8-yl)-7,9-dihydro-8H-purin-8-one ClC1=NC=C2NC(N(C2=N1)C1CCC2(OCCO2)CC1)=O